2-(4-(2-fluoro-4-hydroxy-3-isopropylbenzyl)-3-isopropyl-5-methylphenoxy)-N-methylacetamide FC1=C(CC2=C(C=C(OCC(=O)NC)C=C2C)C(C)C)C=CC(=C1C(C)C)O